C(CC=C)[C@]1(N/C(/N(C(C1)=O)[C@@H]1CCOC2=CC=C(C=C12)C(N[C@H]1CC(OC2=CC=C(C=C12)C=C)(C)C)=O)=N\C(OC(C)(C)C)=O)CC tert-butyl ((R,E)-4-(but-3-en-1-yl)-1-((R)-6-(((S)-2,2-dimethyl-6-vinylchroman-4-yl)carbamoyl)chroman-4-yl)-4-ethyl-6-oxotetrahydropyrimidin-2(1H)-ylidene)carbamate